COC(=O)N1[C@H]([C@@H](CC2=CC=CC=C12)O)C trans-2-methyl-3-hydroxy-3,4-dihydroquinoline-1(2H)-carboxylic acid methyl ester